ClC1=CC=C(C=C1)NC(NC1=CC(=CC=C1)C1=CC=C(C=C1)C(C)(C)C)=O 3-(4-chlorophenyl)-1-[3-(4-tert-butylphenyl)phenyl]urea